1-(3-methoxypropyl)-1,4-dihydroquinoxaline-2,3-dione COCCCN1C(C(NC2=CC=CC=C12)=O)=O